OCC1(CN(C1)C(C[C@H]1CN[C@H](C1)C1=C(C(=CC=C1O)Cl)Cl)=O)CO 1-(3,3-bis(hydroxymethyl)azetidin-1-yl)-2-((3S,5R)-5-(2,3-dichloro-6-hydroxyphenyl)pyrrolidin-3-yl)ethan-1-one